C(=O)=C(CN1C(=NC=C1[N+](=O)[O-])C)N 1-carbonyl-2-(2-methyl-5-nitro-1H-imidazol-1-yl)ethylamine